C1(NC(C=2C=CC=3C(NC(C=4C3C2C1=CC4)=O)=O)=O)=O benzo-[lmn][3,8]phenanthroline-1,3,6,8(2H,7H)-tetraone